pyrazolo[1,5-a]pyridine-5-sulfonamide N1=CC=C2N1C=CC(=C2)S(=O)(=O)N